4-hydroxypyrrolidine-2-carboxamide hydrochloride Cl.OC1CC(NC1)C(=O)N